C(C1=CC=CC=C1)N1C(=CC(=C1)C1=C(C=CC(=C1)F)F)[C@@H](C(C)(C)C)N(CCCNC([C@@H](N)C)=O)C(CO)=O N-{3-[{(1R)-1-[1-Benzyl-4-(2,5-difluorophenyl)-1H-pyrrol-2-yl]-2,2-dimethylpropyl}(glycoloyl)amino]propyl}-L-alaninamid